C(C1=CC=CC=C1)OC1=NC(=CC=C1C1=NN(C2=C(C=CC=C12)N1CCN(CC1)C(=O)C1C(CN(CC1)C(=O)OC(C)(C)C)(C)C)C)O tert-butyl 4-(4-(3-(2-(benzyloxy)-6-hydroxypyridin-3-yl)-1-methyl-1H-indazol-7-yl)piperazine-1-carbonyl)-3,3-dimethylpiperidine-1-carboxylate